Ethyl-2-((allyloxy)methyl)-2-methylpropane-1,3-diol C(C)C(C(CO)(C)COCC=C)O